OC[C@H](C)N1C(N=CC=C1C1=CC=C(C=C1)OC(F)(F)F)C1=NNC=C1 N-[(2S)-1-Hydroxypropan-2-yl]-2-(1H-pyrazol-3-yl)-6-[4-(trifluoromethoxy)phenyl]pyrimidin